2-methyl-N-(4-(5-(trifluoromethyl)-pyridin-3-yl)phenyl)propanamide CC(C(=O)NC1=CC=C(C=C1)C=1C=NC=C(C1)C(F)(F)F)C